FC=1C=C(C=NC1C=1N(C=C(N1)C(F)(F)F)C(C)C)C(=O)OC(C)C Isopropyl 5-fluoro-6-[1-isopropyl-4-(trifluoromethyl)imidazol-2-yl]pyridine-3-carboxylate